The molecule is a prostaglandin H that consists of prostaglandin H1 bearing an additional hydroxy substituent at position 19. It has a role as a human xenobiotic metabolite. It is a bridged compound, an olefinic compound, an organic peroxide, an oxylipin, a prostaglandins H and a secondary alcohol. It derives from a prostaglandin H1. It is a conjugate acid of a 19-hydroxyprostaglandin H1(1-). CC(CCC[C@@H](/C=C/[C@H]1[C@H]2C[C@@H]([C@@H]1CCCCCCC(=O)O)OO2)O)O